tert-butyl 3-nitrophenethylcarbamate [N+](=O)([O-])C=1C=C(CCNC(OC(C)(C)C)=O)C=CC1